ClC1=NC(=C2N=CN(C2=N1)S(=O)(=O)C)N1[C@@H](COCC1)C (R)-4-(2-chloro-9-(methylsulfonyl)-9H-purin-6-yl)-3-methylmorpholine